C(COCCOCCOCCOC)(=O)O 3,6,9,12-tetraoxatridecanoic acid